2'-deoxyadenosine 5'-O-(thiotriphosphate) P(O)(=S)(OP(=O)(O)OP(=O)(O)O)OC[C@@H]1[C@H](C[C@@H](O1)N1C=NC=2C(N)=NC=NC12)O